1-(2,2-difluoroethyl)-5-methyl-4-((1-((2-(trimethylsilyl)ethoxy)methyl)-1H-indazol-5-yl)sulfonyl)-1H-pyrrole-2-carboxylic acid FC(CN1C(=CC(=C1C)S(=O)(=O)C=1C=C2C=NN(C2=CC1)COCC[Si](C)(C)C)C(=O)O)F